C(CCCCC)C(C(=O)OC(CCOC(CC1C(C(CC1)=O)C\C=C/CC)=O)CCCCCCCCC=CCC=CCCCCC)CCCCCCCC 1-(2-(3-oxo-2-((Z)-pent-2-en-1-yl)cyclopentyl)acetoxy)henicosa-12,15-dien-3-yl 2-hexyldecanoate